CN(C1=CC(=C2C=CC=NC2=C1)C1(CC1)NC(C1=C(C=CC(=C1)OC[C@H]1N(CC1)C)C)=O)C (S)-N-(1-(7-(Dimethylamino)quinolin-5-yl)cyclopropyl)-2-methyl-5-((1-methylazetidin-2-yl)methoxy)benzamide